2-cyclopropyl-7,9-bis(3,4-dimethoxyphenyl)-8H-pyrido[1,2-a]pyrimidin-8-one C1(CC1)C1=NC=2N(C=C1)C=C(C(C2C2=CC(=C(C=C2)OC)OC)=O)C2=CC(=C(C=C2)OC)OC